CC1=C(C(=O)C2=C(C=CC=C2)P([O-])C2=CC=CC=C2)C(=CC(=C1)C)C 2,4,6-trimethylbenzoyldiphenylphosphinite